3-oxo-2-oxapropan O=COC